5-amino-N-(3-fluorophenyl)-1H-pyrazole-4-carboxamide NC1=C(C=NN1)C(=O)NC1=CC(=CC=C1)F